CN1CCN(CC1)C(=O)NC1=CC(=C2CN(CC2=C1)C(=O)OC(C)(C)C)C1=CC=CC=C1 tert-butyl 6-(4-methylpiperazine-1-carboxamido)-4-phenylisoindoline-2-carboxylate